FC1=CC=C(C(=N1)C)NC1=NC(=CC=C1[N+](=O)[O-])C1=CC=CC=C1 N-(6-fluoro-2-methylpyridin-3-yl)-3-nitro-6-phenylpyridin-2-amine